C(C(O)C)(=O)O.C(CCCCCCC\C=C/CCCCCCCC)(=O)OCC(O)CO Glyceryl Oleat Lactat